N[C@H](C)C(=O)OCC ethyl D-alaninate